CC1=CNC2=NC=C(C=C21)C=2C=C1CCN(CC1=C(C2)[C@H]2N(CCC2)C(=O)OC(C)(C)C)C(=O)C=2C(=NC(=NC2)C)C(F)(F)F (S)-tert-butyl 2-(6-(3-methyl-1H-pyrrolo[2,3-b]pyridin-5-yl)-2-(2-methyl-4-(Trifluoromethyl)pyrimidine-5-carbonyl)-1,2,3,4-tetrahydroisoquinolin-8-yl)pyrrolidine-1-carboxylate